Furfurol C(C1=CC=CO1)O